ClC=1C=C(C=C(C1)F)NC(N(C1COCC=2NC(C=3C=CC=CC3C21)=O)C)=O 3-(3-chloro-5-fluorophenyl)-1-methyl-1-(6-oxo-1,4,5,6-tetrahydro-2H-pyrano[3,4-c]isoquinolin-1-yl)urea